4-((3R,4R)-3-amino-4-fluoropiperidin-1-yl)-6-(4-(morpholinomethyl)phenyl)pyrido[3,2-d]pyrimidine-8-carboxamide N[C@@H]1CN(CC[C@H]1F)C=1C2=C(N=CN1)C(=CC(=N2)C2=CC=C(C=C2)CN2CCOCC2)C(=O)N